CC=1C=CC(=C(C(=O)[O-])C1)N=C(C)N1CCCCC1 5-methyl-2-[1-(1-piperidyl)ethylideneamino]benzoate